C(C)OC1=NC=CC=C1C1=CC(=C2C(=N1)C(=NN2C(C)C)C)NCC=2SC(=NN2)C 5-(2-ethoxy-3-pyridinyl)-1-isopropyl-3-methyl-N-[(5-methyl-1,3,4-thiadiazol-2-yl)methyl]pyrazolo[4,3-b]pyridin-7-amine